C[Si](OC1=CC=2C(C3=CC=CC=C3OC2C=C1)=O)(C)C 2-[(trimethylsilyl)oxy]-9H-xanthen-9-one